ClC1=NC=C(C(=C1)C1=C(C=NC(=C1)C)C(=O)NC=1SC2=C(N1)CN(C2)C(C2=NC(=CC=C2C)Cl)=O)OC 2'-Chloro-N-(5-(6-chloro-3-methyl-picolinoyl)-5,6-dihydro-4H-pyrrolo[3,4-d]thiazol-2-yl)-5'-methoxy-6-methyl-[4,4'-bipyridine]-3-carboxamide